N1=NC=CC=C2C1=C1C(C=C2)=NC=2C=CC=CC21 Indolo-benzodiazepine